O1CC=CC=2C1=NC=CC2 pyrano[2,3-b]pyridin